COC(=O)C1=CC=C(O1)CC=1CCN(CC1)C(=O)OC(C)(C)C tert-Butyl 4-((5-(methoxycarbonyl)furan-2-yl)methyl)-3,6-dihydropyridine-1(2H)-carboxylate